butane diammonium hydroxide [OH-].[NH4+].[NH4+].CCCC.[OH-]